4-(3-chloro-4-(9-((5-chloro-2-methoxypyridin-3-yl)methyl)-6-(1-methylcyclopropoxy)-9H-purin-8-yl)phenoxy)-2-methylbutanoic acid ClC=1C=C(OCCC(C(=O)O)C)C=CC1C=1N(C2=NC=NC(=C2N1)OC1(CC1)C)CC=1C(=NC=C(C1)Cl)OC